FC1=NC(=CC=C1\C(\C(=O)OC(C)(C)C)=N/N)F tert-butyl (2E)-2-(2,6-difluoro-3-pyridyl)-2-hydrazinylidene-acetate